C(C)O[C@@H]1CC[C@@H]([C@H](C1)C1=CC=C(C(=O)O)C=C1)OC1=C2C=CNC2=C(C=C1OC)C 4-((1R,2S,5R)-5-ethoxy-2-((5-methoxy-7-methyl-1H-indol-4-yl)oxy)cyclohexyl)benzoic acid